[Si](C)(C)(C(C)(C)C)OC=1C=CC(=C(C1)C[C@H](C(=O)OCC)O)OCC1=NC(=NC=C1)C1=CC(=CC=C1)OC[C@H]1O[C@@H]([C@H]([C@H]([C@@H]1OC)OC)OC)OC (R)-ethyl 3-(5-((tert-butyldimethylsilyl)oxy)-2-((2-(3-(((2R,3R,4S,5S,6S)-3,4,5,6-tetramethoxytetrahydro-2H-pyran-2-yl)methoxy)phenyl)pyrimidin-4-yl)methoxy)phenyl)-2-hydroxypropanoate